Cl.CC1=NN2C(N=CC=C2C2CNCCC2)=C1C=CC1=CC=CC=C1 2-methyl-7-(piperidin-3-yl)-3-styrylpyrazolo[1,5-a]pyrimidine hydrochloride